(trans-3-(3-cyclopropyl-4-(1H-pyrrolo[3,2-c]pyridin-4-yl)-1H-pyrazol-1-yl)cyclobutyl)methanamine C1(CC1)C1=NN(C=C1C1=NC=CC2=C1C=CN2)[C@@H]2C[C@H](C2)CN